COC([C@@H](NC(=O)OC(C)(C)C)COC1=C(C=C(C(=C1)OC)OC)[N+](=O)[O-])=O N-(tert-Butoxycarbonyl)-O-(4,5-dimethoxy-2-nitrophenyl)L-serine methyl ester